CCCCC/C=C\\C[C@@H](/C=C/C=C/C=C/[C@H](CCCC(=O)O)O)O The molecule is a leukotriene that is the 6-trans,12S-isomer of leukotriene B4. It is a dihydroxy monocarboxylic acid, a leukotriene, a long-chain fatty acid and a hydroxy polyunsaturated fatty acid. It derives from an icosa-6,8,10,14-tetraenoic acid. It is a conjugate acid of a Delta(6)-trans-12-epi-leukotriene B4(1-).